1-(3,3-diphenyl-3-cyanopropyl)-4-phenyl-4-piperidinecarboxylic acid ethyl ester hydrochloride Cl.C(C)OC(=O)C1(CCN(CC1)CCC(C#N)(C1=CC=CC=C1)C1=CC=CC=C1)C1=CC=CC=C1